FC(C1=CC=CC=2N1N=C(C2)[C@H]2N(CCC1=C2N=CN1)C(=O)C=1OC(=NN1)C=1C(=NN(C1)C)C)F (S)-(4-(7-(difluoromethyl)pyrazolo[1,5-a]pyridin-2-yl)-6,7-dihydro-1H-imidazo[4,5-c]pyridin-5(4H)-yl)(5-(1,3-dimethyl-1H-pyrazol-4-yl)-1,3,4-oxadiazol-2-yl)methanone